C(C)(C)(C)C1=C(C(=O)N)C=CC=C1 tertiary butyl-benzamide